3-(4-(5-bromopentyl)-1-oxoisoindolin-2-yl)piperidine-2,6-dione BrCCCCCC1=C2CN(C(C2=CC=C1)=O)C1C(NC(CC1)=O)=O